(3-Chloropyridin-2-yl)-N-(3-fluoro-4-((1-isopropyl-2-keto-2,3-dihydro-1H-imidazo[4,5-b]pyridin-7-yl)oxy)phenyl)-5-(trifluoromethyl)-1H-pyrazole-4-carboxamide ClC=1C(=NC=CC1)N1N=CC(=C1C(F)(F)F)C(=O)NC1=CC(=C(C=C1)OC1=C2C(=NC=C1)NC(N2C(C)C)=O)F